Cl.N[C@H]1COCCC1 (R)-3-aminotetrahydropyrane hydrochloride